(4-fluorophenyl)(phenyl)(2-(pyridin-4-yl)ethyl)phosphorus oxide FC1=CC=C(C=C1)P(CCC1=CC=NC=C1)(C1=CC=CC=C1)=O